tert-butyl 4-((5-chloro-4-(3-isopropyl-1-((2-(trimethylsilyl)ethoxy)methyl)-1H-pyrazol-4-yl)pyrimidin-2-yl)amino)piperidine-1-carboxylate ClC=1C(=NC(=NC1)NC1CCN(CC1)C(=O)OC(C)(C)C)C=1C(=NN(C1)COCC[Si](C)(C)C)C(C)C